F/C=C(\CNC(OC(C)(C)C)=O)/COC=1C=NC(=NC1)N1C[C@H](CC1)O tert-Butyl N-[(E)-3-fluoro-2-[[2-[(3S)-3-hydroxypyrrolidin-1-yl]pyrimidin-5-yl]oxymethyl]allyl]carbamate